F[C@@H]1C[C@H](N(C1)C(=O)OC(C)(C)C)C(=O)OC 1-tert-butyl 2-methyl (2S,4R)-4-fluoropyrrolidine-1,2-dicarboxylate